6-[(4-fluorophenyl)methyl]-3,3-dimethyl-5-oxo-1H,2H,3H,4H,5H-pyrrolo[3,2-b]pyridine FC1=CC=C(C=C1)CC1=CC2=C(NC1=O)C(CN2)(C)C